3-methyl-6-(2-((5-methyl-2-(4-(trifluoromethyl)phenyl)-1H-imidazol-1-yl)methyl)phenoxy)hexanoic acid CC(CC(=O)O)CCCOC1=C(C=CC=C1)CN1C(=NC=C1C)C1=CC=C(C=C1)C(F)(F)F